(1-naphthyl)-2-ethylamine C1(=CC=CC2=CC=CC=C12)NCC